FC1=CC=C(C=C1)C=1C(=C(C=CC1)SC1=C(C(=CC=C1)C1=CC=C(C=C1)F)C1=CC=C(C=C1)F)C1=CC=C(C=C1)F bis(4-fluorophenyl)phenylsulfide